CC1N(CCNC1)C1=CC(=NC2=CN=CC=C12)C1=CC=NC=C1 4-(2-methylpiperazin-1-yl)-2-(pyridin-4-yl)-1,7-naphthyridin